(2R,3S)-2-(3-(5-chloro-7-(1-isopentyl-1H-pyrazol-4-yl)-1H-benzo[d]imidazol-1-yl)propyl)piperidin-3-ol ClC1=CC2=C(N(C=N2)CCC[C@H]2NCCC[C@@H]2O)C(=C1)C=1C=NN(C1)CCC(C)C